COC1=CC=C(CN2C(N(CC2=O)CC=2NC=3N(C(C2C=2C=C4C=CC=NC4=CC2)=O)N=C(C3C3=CC=CC=C3)C3=CC=CC=C3)=O)C=C1 3-(4-methoxybenzyl)-1-((7-oxo-2,3-diphenyl-6-(quinolin-6-yl)-4,7-dihydropyrazolo[1,5-a]pyrimidin-5-yl)methyl)imidazolidine-2,4-dione